bis(2,6-dimethylbenzoyl)(2,4,4-trimethylpentyl)phosphine oxide CC1=C(C(=O)P(CC(CC(C)(C)C)C)(C(C2=C(C=CC=C2C)C)=O)=O)C(=CC=C1)C